ClC1=CC=C(C(=N1)C)S(=O)(=O)C 6-chloro-2-methyl-3-(methylsulfonyl)pyridine